N-arachidoyl-lysine C(CCCCCCCCCCCCCCCCCCC)(=O)N[C@@H](CCCCN)C(=O)O